6,6'-((3,4-dicyanodibenzo[c,g]phenanthrene-8,13-diyl)bis(oxy))dihexanoic acid C(#N)C1=C(C=2C=CC3=C(C2C=2C4=C(C=CC12)C=C(C=C4)OCCCCCC(=O)O)C=CC(=C3)OCCCCCC(=O)O)C#N